ethyl (E)-3-(2-amino-4-methoxyphenyl)acrylate NC1=C(C=CC(=C1)OC)/C=C/C(=O)OCC